COCCOCCOCCOCCOCCOCCN 2,5,8,11,14,17-hexaoxanonadecan-19-amine